ClC=1C(=NC(=NC1)NC1CCC(CC1)(F)F)NC1=CC=2C3=C(C(N(C2C=C1)C)=O)OCC([C@@H](N3)C3CC3)(F)F (S)-10-((5-Chloro-2-((4,4-difluorocyclohexyl)amino)pyrimidin-4-yl)amino)-2-cyclopropyl-3,3-difluoro-7-methyl-1,2,3,4-tetrahydro-[1,4]oxazepino[2,3-c]chinolin-6(7H)-on